2-[3-(3-bromo-5-chlorophenyl)ureido]-N-propylbenzamide BrC=1C=C(C=C(C1)Cl)NC(NC1=C(C(=O)NCCC)C=CC=C1)=O